N1=CC=C2N1C=CC=C2N2N=CC(=C2C(F)(F)F)C(=O)NC2=CC(=NC=C2)C(F)(F)F 1-(Pyrazolo[1,5-a]pyridin-4-yl)-5-(trifluoromethyl)-N-(2-(trifluoromethyl)pyridin-4-yl)-1H-pyrazol-4-carboxamid